BrC=1C=C(C=CC1C)C=1NC(=NN1)NC1=CC(=NC=C1)C(F)(F)F N-(5-(3-bromo-4-methylphenyl)-4H-1,2,4-triazol-3-yl)-2-(trifluoromethyl)pyridin-4-amine